C1=CC=C(C=C1)C(=O)C=CC2=CC=CC=C2N AminoChalcone